5-(tetrahydropyran-2-yloxy)pentanal O1C(CCCC1)OCCCCC=O